tert-butyl 4-[(2-nitro-5-tetrahydropyran-4-yloxy-3-pyridyl)amino]piperidine-1-carboxylate [N+](=O)([O-])C1=NC=C(C=C1NC1CCN(CC1)C(=O)OC(C)(C)C)OC1CCOCC1